N1,N1,4-tri-dodecyl-1-piperazineethylamine C(CCCCCCCCCCC)N(CCN1CCN(CC1)CCCCCCCCCCCC)CCCCCCCCCCCC